C(C)OC(=O)C=1CN(CCC1OS(=O)(=O)C(F)(F)F)C(=O)OC(C)(C)C 4-(((trifluoromethyl)sulfonyl)oxy)-5,6-dihydropyridine-1,3(2H)-dicarboxylic acid 1-(tert-butyl) 3-ethyl ester